FC=1C(=NC(=NC1)NC1=CC=C(C=N1)N1CCN(CC1)C(=O)[O-])C=1C=C2C=CC=NC2=C(C1)F 4-(6-((5-fluoro-4-(8-fluoroquinolin-6-yl)pyrimidin-2-yl)amino)pyridin-3-yl)piperazine-1-carboxylate